(R)-2-methyl-4-((4-(trifluoromethyl)pyridin-3-yl)methyl)piperazine-1-carboxylic acid 5-cyanopyridin-3-yl ester C(#N)C=1C=C(C=NC1)OC(=O)N1[C@@H](CN(CC1)CC=1C=NC=CC1C(F)(F)F)C